N1N=CC(=C1)C1CN(CC(N1)C(F)(F)F)C1=NC(=NC=C1)C1=CN=C2N1C=C(N=C2)C(F)(F)F 3-(4-(3-(1H-Pyrazol-4-yl)-5-(trifluoromethyl)piperazin-1-yl)pyrimidin-2-yl)-6-(trifluoromethyl)imidazo[1,2-a]pyrazine